C1NCC12CCC(CC2)NC2=CC=C1C(=NN(C1=C2)C)C2C(NC(CC2)=O)=O 3-(6-((2-azaspiro[3.5]nonan-7-yl)amino)-1-methyl-1H-indazol-3-yl)piperidine-2,6-dione